ethyl 2-[(2S,4S)-4-[3-(3-bromo-2-methyl-phenoxy)propyl]-2-methyl-1-piperidyl]acetate BrC=1C(=C(OCCC[C@@H]2C[C@@H](N(CC2)CC(=O)OCC)C)C=CC1)C